2,2,3-trimethyl-3-cyclopenten-1-acetonitrile CC1(C(CC=C1C)CC#N)C